N1-(5-Methyl-4-(6-(pyrimidin-5-ylamino)imidazo[1,2-a]pyridin-3-yl)pyrimidin-2-yl)cyclohexane-1,4-diamine CC=1C(=NC(=NC1)NC1CCC(CC1)N)C1=CN=C2N1C=C(C=C2)NC=2C=NC=NC2